O=C1N(CCC1)C1=CC=C(C=C1)S(=O)(=O)NC1=C(N=CS1)C(=O)O 5-{[4-(2-oxopyrrolidin-1-yl)phenyl]sulfonylamino}-1,3-thiazole-4-carboxylic acid